7-(4-(5-(2-Fluoro-6-methoxyphenyl)-6-oxo-5,6-dihydro-1H-pyrazolo[4,3-c]pyridazin-3-yl)phenyl)tetrahydro-1H-oxazolo[3,4-a]pyrazin-3(5H)-on FC1=C(C(=CC=C1)OC)N1N=C2C(=CC1=O)NN=C2C2=CC=C(C=C2)N2CC1N(CC2)C(OC1)=O